C(C)C1=C(C=CC=C1F)NC1=C(NC2=C1C(NCC21CCN(CC1)C(C=C)=O)=O)C1=C(C=NC=C1)F 3'-[(2-ethyl-3-fluorophenyl)amino]-2'-(3-fluoropyridin-4-yl)-1-(prop-2-enoyl)-5',6'-dihydro-1'H-spiro[piperidine-4,7'-pyrrolo[3,2-c]pyridin]-4'-one